CC=1N=NN2C1C1=C(C(CC2)O)C=C(C=C1)C=1C=NN(C1)C 1-methyl-9-(1-methyl-1H-pyrazol-4-yl)-6,7-dihydro-5H-benzo[c][1,2,3]triazolo[1,5-a]azepin-7-ol